3-(methylthio)-2-phenethyl-3a,8a-dihydrofuro[2,3-b]benzofuran CSC1=C(OC2OC3=C(C21)C=CC=C3)CCC3=CC=CC=C3